N1(CCCC1)C1=NC=C(C(=O)O)C=C1 6-(Pyrrolidin-1-yl)nicotinic acid